BrC1=C(C=CC=C1)C=CC1=CC=C(C=C1)C1=CC=CC=C1 bromo-4'-phenylstilbene